N-(6-((5-chloro-2-((2,5-dichloro-4-(3-(dimethylamino)-[1,4'-bipiperidin]-1'-yl)phenyl)amino)pyrimidin-4-yl)amino)-2,3-dihydrobenzofuran-5-yl)methanesulfonamide ClC=1C(=NC(=NC1)NC1=C(C=C(C(=C1)Cl)N1CCC(CC1)N1CC(CCC1)N(C)C)Cl)NC1=CC2=C(CCO2)C=C1NS(=O)(=O)C